5-isobenzofurancarboxylate C=1OC=C2C=C(C=CC12)C(=O)[O-]